1-(2-bromophenyl)pyrrole BrC1=C(C=CC=C1)N1C=CC=C1